tert-butyl 8-(6-hydroxy-7-methoxy-quinazolin-4-yl)-2,8-diazaspiro[4.5]decane-2-carboxylate OC=1C=C2C(=NC=NC2=CC1OC)N1CCC2(CCN(C2)C(=O)OC(C)(C)C)CC1